BrCC(=O)NC1=CC(=NN1C(C)(C)C)[C@@H]1C[C@@H](CC1)N(C(O)=O)C(C)C.NC(C(C=1SC=CC1)N(C(C#C)=O)C1(CC1)C(F)(F)F)=O N-(2-amino-2-oxo-1-(thiophen-2-yl)ethyl)-N-(1-(trifluoromethyl)cyclopropyl)propiolamide (1R,3S)-3-[5-(2-bromoacetamido)-1-tert-butylpyrazol-3-yl]cyclopentyl-N-isopropylcarbamate